(R)-N-(1-(3-chloro-2,4-difluorophenyl)-2-(4-(trifluoromethyl)-cyclohexyl)ethyl)-2-methylpropane-2-sulfinamide ClC=1C(=C(C=CC1F)C(CC1CCC(CC1)C(F)(F)F)N[S@](=O)C(C)(C)C)F